(S)-(3-(2-(2-methoxypyridin-4-yl)ethyl)-1-(2-(6-methylpyridin-3-yl)propan-2-yl)pyrrolidin-3-yl)methanol HCl Cl.COC1=NC=CC(=C1)CC[C@]1(CN(CC1)C(C)(C)C=1C=NC(=CC1)C)CO